3-fluoro-4-[3-(methylamino)prop-1-yn-1-yl]phenylpiperidine-2,6-dione FC=1C=C(C=CC1C#CCNC)N1C(CCCC1=O)=O